FCCN1N=C(C=C1C(=O)OCC)C ethyl 1-(2-fluoroethyl)-3-methyl-1H-pyrazole-5-carboxylate